C[C@H]1C/C=C/[C@H]2C=C([C@H]([C@@H]3[C@]2(C(=O)N[C@H]3CC4=CC=CC=C4)OC(=O)C/C=C(/C1=O)\\C)C)C The molecule is a cytochalasan alkaloid found in Aspergillus clavatus. It has a role as an Aspergillus metabolite. It is a gamma-lactam, a cyclic ketone, a cytochalasan alkaloid, an enone, a macrolide and an organic heterotricyclic compound.